C1(CCCC1)NCCCC 4-Cyclopentylaminobutan